(4-hydroxy-4-methyl-1-piperidyl)-(1H-pyrazolo[4,3-c]pyridin-6-yl)methanone OC1(CCN(CC1)C(=O)C1=CC2=C(C=N1)C=NN2)C